(R)-2-methyl-7-nitro-3-oxo-3,4-dihydro-2H-benzo[b][1,4]oxazine-6-carbonitrile C[C@@H]1C(NC2=C(O1)C=C(C(=C2)C#N)[N+](=O)[O-])=O